C1=CC=CC=2C1=C1C=CC3=C4C(=CC5=CC=C(C2)C1=C53)C=CC=C4 Dibenz(a,i)pyrene